4-[2-(difluoromethoxy)-4-fluorophenyl]-2-[5-(trifluoromethyl)pyridin-2-yl]-2,3-dihydro-1H-pyrrolo[3,4-c]pyridin-1-one FC(OC1=C(C=CC(=C1)F)C1=NC=CC2=C1CN(C2=O)C2=NC=C(C=C2)C(F)(F)F)F